C12(CC3CC(CC(C1)C3)C2)C(C)NCC2=CC=CC=C2 (1-Adamantan-1-yl-ethyl)-benzyl-amine